2-iodo-N-[4-(4-methoxy-1-piperidyl)cyclohexyl]-1-(2,2,2-trifluoroethyl)indol-4-amine IC=1N(C=2C=CC=C(C2C1)NC1CCC(CC1)N1CCC(CC1)OC)CC(F)(F)F